C12NCC(CC1)(C2)C(=O)O 2-azabicyclo[2.2.1]heptane-4-carboxylic acid